NC1=C2C(=NC=N1)N(N=C2C2=CC=C(C=C2)OC2=CC=CC=C2)[C@H]2[C@H](CN(CC2)C(=O)[O-])F (3S,4R)-4-[4-amino-3-(4-phenoxyphenyl)pyrazolo[3,4-d]pyrimidin-1-yl]-3-fluoro-piperidine-1-carboxylate